but-2-yne-1-sulfonate sodium salt [Na+].C(C#CC)S(=O)(=O)[O-]